3-(3-((2-((4-methyl-2-(4-methylpiperazin-1-yl)oxazol-5-yl)amino)-5-(trifluoromethyl)pyrimidin-4-yl)amino)propyl)-1,3-oxazinan-2-one CC=1N=C(OC1NC1=NC=C(C(=N1)NCCCN1C(OCCC1)=O)C(F)(F)F)N1CCN(CC1)C